tert-butyl (S)-5-bromo-2-((tert-butoxycarbonyl)amino)pentanoate BrCCC[C@@H](C(=O)OC(C)(C)C)NC(=O)OC(C)(C)C